BrC1=CC=C(C(=C1)C1=CC=C(C=C1)C(F)F)C(=O)NC1=CC(=C(C=C1)OC)N1CCC(CC1)(F)F 5-bromo-4'-(difluoromethyl)-N-(3-(4,4-difluoropiperidin-1-yl)-4-methoxyphenyl)-[1,1'-biphenyl]-2-carboxamide